3-oxo-1-phenyl-2,5,8,11,14-pentaoxahexadecane O=C(OCC1=CC=CC=C1)COCCOCCOCCOCC